C(C)(C)(C)OC(=O)N1CCC(CC1)C1=C(N(C=C1)S(NC(=O)OCC1=CC=CC=C1)(=O)=O)C(=O)OCC1=CC=CC=C1.C[Si](N([Si](C)(C)C)CCCC(C)O[Si](OCC)(OCC)C)(C)C N,N-bis(trimethylsilyl)aminopropyl-methyltriethoxysilane tert-Butyl-4-[2-benzyloxycarbonyl-1-(benzyloxycarbonylsulfamoyl)pyrrol-3-yl]piperidine-1-carboxylate